CC1=CC(=CC(=C1)C)C L-2,4,6-trimethylbenzene